8-bromo-3,7-dimethyl-1-(4-chlorobenzyl)-3,7-dihydro-1H-purine-2,6-dione BrC1=NC=2N(C(N(C(C2N1C)=O)CC1=CC=C(C=C1)Cl)=O)C